FC1CCN(CC1)CC(=O)NC=1N=CC2=CC=C(C=C2C1)C=1C=NN(C1CN1CCCCC1)C 2-(4-fluoropiperidin-1-yl)-N-(6-(1-methyl-5-(piperidin-1-ylmethyl)-1H-pyrazol-4-yl)isoquinolin-3-yl)acetamide